C12CN(CC(N1)C2)C=2OC1=C(N2)C(=CC=C1N1N=CC=C1)OC(CO)(F)F 2-((2-(3,6-diazabicyclo[3.1.1]heptan-3-yl)-7-(1H-pyrazol-1-yl)benzo[d]oxazol-4-yl)oxy)-2,2-difluoroethan-1-ol